CC(C[C@@H](C(N[C@@H](C[C@H]1C(NCC1)=O)C(COC(F)(F)F)=O)=O)NC(=O)C1=CC2=C(OCO2)C=C1)C N-((S)-4-methyl-1-oxo-1-(((S)-3-oxo-1-((S)-2-oxopyrrolidin-3-yl)-4-(trifluoromethoxy)butan-2-yl)amino)pentan-2-yl)benzo[d][1,3]dioxole-5-carboxamide